ClC1=C(C=CC=C1)CC(=O)NC1=CC(=C(C=C1)C1=NOC(=N1)C(F)(F)F)S(NCC1=C(C=C(C=C1)OC)OC)(=O)=O 2-(2-Chlorophenyl)-N-{3-[(2,4-dimethoxybenzyl)sulfamoyl]-4-[5-(trifluoromethyl)-1,2,4-oxadiazol-3-yl]phenyl}acetamide